2-(4-(benzyloxy)phenyl)-N-(1-(3'-chloro-[1,1'-biphenyl]-4-carbonyl)-4-formylpiperidin-4-yl)acetamide C(C1=CC=CC=C1)OC1=CC=C(C=C1)CC(=O)NC1(CCN(CC1)C(=O)C1=CC=C(C=C1)C1=CC(=CC=C1)Cl)C=O